C(#N)C=1C=C(C=CC1)C1=NN2C(N=C(C=C2)C(=O)NCC(C)(C)O)=C1C=1N(N=CC1)CC 2-(3-Cyanophenyl)-3-(2-ethylpyrazol-3-yl)-N-(2-hydroxy-2-methyl-propyl)pyrazolo[1,5-a]pyrimidine-5-carboxamide